FC1=C(C=C(C(=C1)F)C1=NC=NC2=CC(=CC=C12)N1CCOCC1)C(C#N)C1=NC=CN=C1OC [2,4-Difluoro-5-(7-morpholin-4-ylquinazolin-4-yl)phenyl]-(3-methoxypyrazin-2-yl)acetonitrile